C(C)(=O)[C@@](C(=O)C(C)=O)(O)[C@@H](O)[C@H](O)[C@H](O)C(O)[Si](C1=CC=CC=C1)(C1=CC=CC=C1)C(C)(C)C diacetyl-6-tert-butyldiphenylsilylglucose